N,N-diethylphenylazothioformamide C(C)N(C(=S)N=NC1=CC=CC=C1)CC